C(N)(=O)C1=CC2=C(SC(=C2)C(F)(F)P([O-])([O-])=O)C(=C1)OCCCS(=O)(=O)C.[NH4+].ClC1=CC=C(C=C1)C1=CC(=NC(=N1)C=1C=NC=C(C1)F)N1CC(CC1)O.[NH4+] (6-(4-chlorophenyl)-2-(5-fluoropyridin-3-yl)pyrimidin-4-yl)pyrrolidin-3-ol ammonium ((5-carbamoyl-7-(3-(methylsulfonyl)propoxy)benzo[b]thiophen-2-yl)difluoromethyl)phosphonate